N-(2-((5-cyano-4-((2-isopropoxyphenyl)amino)pyrimidin-2-yl)amino)-5-(4-(4-(methylsulfonyl)piperazin-1-yl)piperidin-1-yl)phenyl)acrylamide C(#N)C=1C(=NC(=NC1)NC1=C(C=C(C=C1)N1CCC(CC1)N1CCN(CC1)S(=O)(=O)C)NC(C=C)=O)NC1=C(C=CC=C1)OC(C)C